C1(CC1)S(=O)(=O)N1CCC1 (cyclopropylsulfonyl)azetidin